2-(Methylsulfanyl)-1-(2-(4-(4-(morpholinomethyl)phenyl)-1H-imidazol-2-yl)piperidin-1-yl)propan-1-one CSC(C(=O)N1C(CCCC1)C=1NC=C(N1)C1=CC=C(C=C1)CN1CCOCC1)C